(3aS,4S,6aS)-1-(5-(2-cyanopyridin-4-yl)oxazole-2-carbonyl)-4-methyl-hexahydropyrrolo[3,4-b]pyrrole-5(1H)-carbonitrile C(#N)C1=NC=CC(=C1)C1=CN=C(O1)C(=O)N1[C@H]2[C@@H](CC1)[C@@H](N(C2)C#N)C